N-({(3S)-1-[3-(2-fluorophenoxy)-6-nitro-2-(trifluoromethyl)phenyl]piperidin-3-yl}methyl)-2-methoxyethan-1-amine FC1=C(OC=2C(=C(C(=CC2)[N+](=O)[O-])N2C[C@@H](CCC2)CNCCOC)C(F)(F)F)C=CC=C1